ClC=1C=CC=2N=CN=C(C2N1)C1CC1 6-chloro-4-cyclopropylpyrido[3,2-d]pyrimidine